N-(2-chloroacetyl)-L-cysteine ClCC(=O)N[C@@H](CS)C(=O)O